BrC=1C=C(C(=NC1)N)C1=CC=C(C=C1)C 5-bromo-3-(4-methylphenyl)pyridin-2-amine